methyl 5-{2-[2-(5-methoxyquinoline-8-sulfonamido)phenyl]ethynyl}-4-methylpyridine-2-carboxylate COC1=C2C=CC=NC2=C(C=C1)S(=O)(=O)NC1=C(C=CC=C1)C#CC=1C(=CC(=NC1)C(=O)OC)C